3-tetrahydrofuranecarboxamide O1CC(CC1)C(=O)N